(9H-fluoren-9-yl)methyl 4-(8-(1-bromoethyl)-6-methyl-4-oxo-4H-chromen-2-yl)piperazine-1-carboxylate BrC(C)C=1C=C(C=C2C(C=C(OC12)N1CCN(CC1)C(=O)OCC1C2=CC=CC=C2C=2C=CC=CC12)=O)C